[6-(dimethylsulfamoyl)-3-methyl-indol-1-yl]-N-(2-methyl-5-piperazin-1-yl-phenyl)propanamide CN(S(=O)(=O)C1=CC=C2C(=CN(C2=C1)C(C(=O)NC1=C(C=CC(=C1)N1CCNCC1)C)C)C)C